2-(Benzylthio)-5-(methoxy-d3)pyridine C(C1=CC=CC=C1)SC1=NC=C(C=C1)OC([2H])([2H])[2H]